3-((5-(aminomethyl)-1-n-propyl-1H-benzo[d]imidazol-2-yl)methyl)-1-methyl-5-fluoro-1,3-dihydro-2H-benzo[d]imidazol-2-one NCC1=CC2=C(N(C(=N2)CN2C(N(C3=C2C=C(C=C3)F)C)=O)CCC)C=C1